OCC=1C=NC(=NC1)C(C(=O)[O-])(C)C.[Na+] sodium 2-(5-(hydroxymethyl)pyrimidin-2-yl)-2-methylpropanoate